2,3'-dihydroxy-4-methoxy-4'-butoxybenzophenone OC1=C(C(=O)C2=CC(=C(C=C2)OCCCC)O)C=CC(=C1)OC